CN1CCN(CC1)C(=O)C1=CC(=CN1)C1=NC(=NC=C1C(F)(F)F)NC1CNCCC1 4-[5-(4-methylpiperazine-1-carbonyl)-1H-pyrrol-3-yl]-N-(piperidin-3-yl)-5-(trifluoromethyl)pyrimidin-2-amine